((4aR,8aR)-5,5,8a-trimethyl-2-methylenedecahydronaphthalen-1-yl)methyl acetate C(C)(=O)OCC1C(CC[C@@H]2C(CCC[C@@]12C)(C)C)=C